C(=O)(O)CN(CC(N[C@@H](CCCCNC(OCC1=CC=CC=C1)=O)C(=O)OC)=O)CC(=O)O (S)-13-(carboxymethyl)-9-(methoxycarbonyl)-3,11-dioxo-1-phenyl-2-oxa-4,10,13-triazapentadecan-15-oic acid